(3,5-difluoro-4-((7-(2-hydroxyethoxy)-6-methoxyquinolin-4-yl)oxy)phenyl)-2-fluoropyridine-3-carboxamide FC=1C=C(C=C(C1OC1=CC=NC2=CC(=C(C=C12)OC)OCCO)F)C1=C(C(=NC=C1)F)C(=O)N